ClC1=C(C(=O)NCCS(=O)(=O)N2C(N(CC2)C(=O)NCC(=O)O)=O)C=CC(=C1OC)OC 2-(3-((2-(2-chloro-3,4-dimethoxybenzoylamino)ethyl)sulfonyl)-2-oxoimidazolidine-1-carboxamido)acetic acid